3-(4-(2,5-dimethylphenyl)-4H-1,2,4-triazol-3-yl)-2-(6-methyl-4-(trifluoromethyl)pyridin-2-yl)hexahydrocyclopenta[c]pyrrol-1(2H)-one CC1=C(C=C(C=C1)C)N1C(=NN=C1)C1C2C(C(N1C1=NC(=CC(=C1)C(F)(F)F)C)=O)CCC2